NC1CCC(CC1)N1C2=NC(=NC=C2N=C1NC1=CC(=CC=C1)C(F)(F)F)NC(C)(C)C 9-((1s,4s)-4-aminocyclohexyl)-N2-tert-butyl-N8-(3-(trifluoromethyl)phenyl)-9H-purine-2,8-diamine